NCC=1C=C(C=CC1)C1=CC(=CC=2C=C(OC21)CNC(=O)OCC)COC2=C(C=CC=C2)CC(=O)OCC ethyl 2-(2-((7-(3-(aminomethyl)phenyl)-2-((ethoxycarbonylamino)methyl)benzofuran-5-yl)methoxy)phenyl)acetate